2-amino-N-((1r,4r)-4-hydroxy-4-methylcyclohexyl)-5-(1'-(tetrahydro-2H-pyran-4-yl)-2,3-Dihydrospiro[indene-1,3'-pyrrolidine]-5-yl)nicotinamide NC1=C(C(=O)NC2CCC(CC2)(C)O)C=C(C=N1)C=1C=C2CCC3(CN(CC3)C3CCOCC3)C2=CC1